CN1N=CC(=C1)C=1C=C2C(=NC1)NC=C2 5-(1-methylpyrazol-4-yl)-1H-pyrrolo[2,3-b]pyridin